CC1=CC=C(C=C1)C12C(C(=O)NC1=O)=CC=CC2(C2=CC=C(C=C2)C#N)C2=CC=C(C=C2)C#N 2-(4-methylphenyl)-3,3-bis(4-cyanophenyl)phthalimide